(4-Methoxypyrazolo[1,5-a]pyridin-3-yl)carbamic acid benzyl ester C(C1=CC=CC=C1)OC(NC=1C=NN2C1C(=CC=C2)OC)=O